C1(=CC=CC=C1)C#CC12C(CC(C1)(C2)C(=O)OCC)(F)F 1-(Phenylethynyl)-4-ethoxycarbonyl-2,2-difluorobicyclo[2.1.1]hexane